N-(5-acrylamido-2-methylpyridin-3-yl)-2-bromopyrazolo[5,1-b]Thiazole-7-carboxamide C(C=C)(=O)NC=1C=C(C(=NC1)C)NC(=O)C=1C=NN2C1SC(=C2)Br